2-((2-methyl-5-(3-methyl-1,2,4-thiadiazol-5-yl)phenyl)amino)ethan-1-one CC1=C(C=C(C=C1)C1=NC(=NS1)C)NCC=O